3-chloro-4-hydroxy-N-(3-(2-methoxybenzyl)-4-oxo-3,4-dihydroquinazolin-5-yl)benzamide ClC=1C=C(C(=O)NC2=C3C(N(C=NC3=CC=C2)CC2=C(C=CC=C2)OC)=O)C=CC1O